C(C)C1=NC=2C(=NC(=CC2C)C)N1CC1=CC=C(C=C1)C1=C(SC(=C1)C1=C(C=CC=C1)C)S(=O)(=O)NC(OCCCC)=O Butyl (3-(4-((2-ethyl-5,7-dimethyl-3H-imidazo[4,5-b]pyridin-3-yl)methyl)phenyl)-5-(o-tolyl)thiophen-2-yl)sulfonylcarbamate